C1(CCC1)S(=O)(=O)C=1C=C(C=CC1)NC(C1=C(N=CC=C1)F)=O N-(3-(cyclobutylsulfonyl)phenyl)-2-fluoronicotinamide